1-(3-cyclopropoxy-4-nitrophenyl)-N,N-dimethylmethanamine C1(CC1)OC=1C=C(C=CC1[N+](=O)[O-])CN(C)C